10-(2-(2-fluorophenyl)indolizin-3-yl)-10H-phenothiazine FC1=C(C=CC=C1)C=1C=C2C=CC=CN2C1N1C2=CC=CC=C2SC=2C=CC=CC12